[O-]P([O-])(=O)OP(=O)([O-])OP(=O)([O-])[O-].[Sn+4].[Sn+4].[Sn+4].[Sn+4] tetra-tin triphosphate